FC=1C=C(C=C(C1)C(F)(F)F)C1=C2C(=NN1C)[C@@H]1CCC[C@H](C2)N1 (5R,9S)-3-(3-Fluoro-5-(trifluoromethyl)phenyl)-2-methyl-4,5,6,7,8,9-hexahydro-2H-5,9-epiminocycloocta[c]pyrazole